2-(4-(1-(benzo[d][1,3]dioxol-5-yl)ethyl)piperazin-1-yl)-4-ethylthiazole O1COC2=C1C=CC(=C2)C(C)N2CCN(CC2)C=2SC=C(N2)CC